ClC1=C(C(=CC=C1)Cl)CC(=O)Cl 2,6-dichlorophenylacetyl chloride